piperazinyl-sulfonyl-aniline N1(CCNCC1)S(=O)(=O)NC1=CC=CC=C1